tert-Butyl 3-(3-bromo-5-isobutyl-1H-pyrazol-1-yl)piperidine-1-carboxylate BrC1=NN(C(=C1)CC(C)C)C1CN(CCC1)C(=O)OC(C)(C)C